C(#N)C1=C(C=CC=C1)[C@@H]([C@H](C)C=1N(C(C(=C(N1)C(NC=1C=NOC1)=O)O)=O)C)C=1C=NN(C1)CCN1CCN(CC1)C(=O)OC(C)(C)C tert-butyl 4-(2-(4-((1R,2S)-1-(2-cyanophenyl)-2-(5-hydroxy-4-(isoxazol-4-ylcarbamoyl)-1-methyl-6-oxo-1,6-dihydropyrimidin-2-yl)propyl)-1H-pyrazol-1-yl)ethyl)piperazine-1-carboxylate